3-Bromo-5-isopropyl-2-methoxy-11-oxo-6,11-dihydro-5H-indolo[2,3-b]quinoline-8-carbonitrile BrC1=C(C=C2C(C3=C(N(C2=C1)C(C)C)NC=1C=C(C=CC13)C#N)=O)OC